(2s)-2-{(3s)-1-[(4-amino-2-chlorophenyl)methyl]piperidin-3-yl}propane-1,2-diol NC1=CC(=C(C=C1)CN1C[C@H](CCC1)[C@](CO)(C)O)Cl